N-(3-((tert-butyldimethylsilyl)oxy)propyl)-5-(6-(tert-butylsulfonyl)-7-methoxyimidazo[1,2-a]pyridin-3-yl)-2-methoxy-3-methylaniline [Si](C)(C)(C(C)(C)C)OCCCNC1=C(C(=CC(=C1)C1=CN=C2N1C=C(C(=C2)OC)S(=O)(=O)C(C)(C)C)C)OC